Tert-Butyl 3-[3-[(3,3-dimethylbutanoylamino)carbamoyl]-1-bicyclo[1.1.1]pentanyl]azetidine-1-carboxylate CC(CC(=O)NNC(=O)C12CC(C1)(C2)C2CN(C2)C(=O)OC(C)(C)C)(C)C